3-Cyclopropyl-5-(methylsulfonyl)benzoic acid C1(CC1)C=1C=C(C(=O)O)C=C(C1)S(=O)(=O)C